6-bromo-N-[(1R)-1-(3-{1,1-difluoro-3,3-dimethyl-2-[(triethylsilyl)oxy]butyl}-2-fluorophenyl)ethyl]-2-methylpyrido[3,4-d]pyrimidin-4-amine BrC1=CC2=C(N=C(N=C2N[C@H](C)C2=C(C(=CC=C2)C(C(C(C)(C)C)O[Si](CC)(CC)CC)(F)F)F)C)C=N1